BrC1=CC=C(C=C1)[C@H]1[C@@H](CN(CC1)C(=O)OC(C)(C)C)COC=1C=C2C(NCC2=CC1)=O |r| (+/-)-trans-tert-Butyl 4-(4-Bromophenyl)-3-{[(3-oxoisoindolin-5-yl)oxy]methyl}piperidine-1-carboxylate